5-chloro-4-(((1S,2S,4S)-2-(dimethylamino)-4-(2-(trifluoromethyl)pyridin-4-yl)cyclohexyl)oxy)-2-fluoro-N-(pyrimidin-4-yl)benzenesulfonamide Formate C(=O)O.ClC=1C(=CC(=C(C1)S(=O)(=O)NC1=NC=NC=C1)F)O[C@@H]1[C@H](C[C@H](CC1)C1=CC(=NC=C1)C(F)(F)F)N(C)C